FC1(CCC(CC1)(C)CN1N=C(C(=C1C(=O)NC1=CC(=NC=C1)SC)C)C(C)(F)F)F 1-((4,4-difluoro-1-methylcyclohexyl)methyl)-3-(1,1-difluoroethyl)-4-methyl-N-(2-(methylthio)pyridin-4-yl)-1H-pyrazole-5-carboxamide